dimethyl 3-methoxy-2-oxido-5,7-dihydrocyclopenta[c]pyridin-2-ium-6,6-dicarboxylate COC1=CC2=C(C=[N+]1[O-])CC(C2)(C(=O)OC)C(=O)OC